6-bromo-2,4-difluoro-3-methylbenzoic acid BrC1=CC(=C(C(=C1C(=O)O)F)C)F